OCCON(S(=O)(=O)C1=CC=C(C=C1)NC(OC(C)(C)C)=O)C tert-Butyl (4-(N-(2-hydroxyethoxy)-N-methylsulfamoyl)phenyl)carbamate